ClC1=C(C=CC=C1F)C=1C(N(C(N(C1)CC(=O)N1CCC(CC1)N1C(NC2=C(CC1)C=C(C=C2)OC)=O)=O)[C@H](CC)C)=O 5-(2-Chloro-3-fluoro-phenyl)-1-[2-[4-(7-methoxy-2-oxo-4,5-dihydro-1H-1,3-benzodiazepin-3-yl)-1-piperidyl]-2-oxo-ethyl]-3-[(1S)-1-methylpropyl]pyrimidine-2,4-dione